C(C)(C)(C)OC(=O)N1CC2(C1)CN(C[C@H]2C(N[C@H](C(=O)NC)[C@@H](C)OCC2=CC=CC=C2)=O)C(=O)OCC2C1=CC=CC=C1C=1C=CC=CC21 (S)-8-(((2S,3R)-3-(benzyloxy)-1-(methylamino)-1-oxobutan-2-yl)carbamoyl)-2,6-diazaspiro[3.4]octane-2,6-dicarboxylic acid 6-((9H-fluoren-9-yl) methyl) 2-(tert-butyl) ester